tert-butyl ((3S,4S)-1-(5-(3-cyano-6-ethoxypyrazolo[1,5-a]pyridin-4-yl)pyridin-2-yl)-4-(pyridin-2-yloxy)pyrrolidin-3-yl)carbamate C(#N)C=1C=NN2C1C(=CC(=C2)OCC)C=2C=CC(=NC2)N2C[C@@H]([C@H](C2)OC2=NC=CC=C2)NC(OC(C)(C)C)=O